C(CCCCCCC)(=O)OCC(OC(CCCCCCC)=O)COC(CCCCCCC)=O 1,2,3-trioctanoyl-glycerol